N1=CN=C(C=C1)C1=NN=C(S1)C(=O)OCC ethyl 5-(pyrimidin-4-yl)-1,3,4-thiadiazole-2-carboxylate